5-(2-(3-Oxo-3-(4-(5-(trifluoromethyl)pyrimidin-2-yl)piperazin-1-yl)propoxy)ethyl)isoquinolin-1(2H)-one O=C(CCOCCC1=C2C=CNC(C2=CC=C1)=O)N1CCN(CC1)C1=NC=C(C=N1)C(F)(F)F